3-(4-(4,4,5,5-tetramethyl-1,3,2-dioxaborolan-2-yl)benzylidene)azetidine CC1(OB(OC1(C)C)C1=CC=C(C=C2CNC2)C=C1)C